(S,4S,4'S,7S,7'S,9aS,9a'S)-N,N'-(methylenebis(4,1-phenylene))bis(8,8-dimethyl-4-((S)-2-(methylamino)propanethioamido)-5-oxooctahydropyrrolo[2,1-b][1,3]thiazepine-7-carboxamide) C(C1=CC=C(C=C1)NC(=O)[C@@H]1C(C[C@@H]2SCC[C@@H](C(N21)=O)NC([C@H](C)NC)=S)(C)C)C2=CC=C(C=C2)NC(=O)[C@@H]2C(C[C@@H]1SCC[C@@H](C(N12)=O)NC([C@H](C)NC)=S)(C)C